ClC1=C(C=C(C=2C=C3N(C12)CC[C@@H]3NC(C)=O)OCC#N)Cl (S)-N-(5,6-Dichloro-8-(cyanomethoxy)-2,3-dihydro-1H-pyrrolo[1,2-a]indol-1-yl)acetamide